1-benzyl-N5-(2-(hydroxymethyl)cyclopropyl)-N3-methyl-2-oxo-1,2-dihydropyridine-3,5-dicarboxamide C(C1=CC=CC=C1)N1C(C(=CC(=C1)C(=O)NC1C(C1)CO)C(=O)NC)=O